6-chloro-3-[1-[2-(3,3-difluoropiperidin-1-yl)-3,6-dimethyl-4-oxoquinazolin-8-yl]ethyl-amino]pyridine-2-carboxylic acid ClC1=CC=C(C(=N1)C(=O)O)NC(C)C=1C=C(C=C2C(N(C(=NC12)N1CC(CCC1)(F)F)C)=O)C